Thieno[3,2-c]Pyridazine hydrobromide Br.N1=NC=CC2=C1C=CS2